(S)-4-(cyclopropyl(4-(5,6,7,8-tetrahydro-1,8-naphthyridin-2-yl)butyl)amino)-2-(2-methoxynicotinamido)butanoic acid C1(CC1)N(CC[C@@H](C(=O)O)NC(C1=C(N=CC=C1)OC)=O)CCCCC1=NC=2NCCCC2C=C1